ClC=1N=C(C2=C(N1)N(C=C2Cl)COCC[Si](C)(C)C)OCC 2-[(2,5-dichloro-4-ethoxy-pyrrolo[2,3-d]pyrimidin-7-yl)methoxy]ethyl-trimethyl-silane